C12CCCC(CCC1)B2CCCP(C(C)(C)C)C(C)(C)C (3-(9-Borabicyclo[3.3.1]non-9-yl)propyl)di-tert-butylphosphane